IC1=C(C2=C(SC3=C2C=CC=C3)C=C1)I diiododibenzothiophene